C(C=C)N(S(=O)(=O)C1=C(C(=O)OC)C(=C(C(=C1F)F)F)F)C1=CC(=C(C=C1)OC)F methyl 2-(N-allyl-N-(3-fluoro-4-methoxyphenyl)sulfamoyl)-3,4,5,6-tetrafluorobenzoate